(E)-cyclopentyl-1,2-ethylenediamine C1(CCCC1)NCCN